((4-(aminomethyl)-1H-pyrazol-1-yl)methyl)-5-fluorobenzonitrile hydrochloride Cl.NCC=1C=NN(C1)CC1=C(C#N)C=C(C=C1)F